C1=CC(=C(C=C1C2=[O+]C3=CC(=CC(=C3C=C2O[C@H]4[C@@H]([C@H]([C@@H]([C@H](O4)CO)O)O)O)O)O[C@H]5[C@@H]([C@H]([C@@H]([C@H](O5)CO)O)O)O)O)O The molecule is an anthocyanin cation that is cyanidin(1+) carrying two beta-D-glucosyl residues at positions 3 and 7. It is a beta-D-glucoside and an anthocyanin cation. It derives from a cyanidin cation. It is a conjugate acid of a cyanidin 3,7-di-O-beta-D-glucoside betaine.